5-(4-methoxyphenyl)-3-(trifluoromethyl)-1H-pyrazole COC1=CC=C(C=C1)C1=CC(=NN1)C(F)(F)F